(S)-1-HYDROXY-N,N-BIS(4-METHOXYBENZYL)OCT-7-ENE-4-SULFONAMIDE OCCC[C@H](CCC=C)S(=O)(=O)N(CC1=CC=C(C=C1)OC)CC1=CC=C(C=C1)OC